2-methyl-1,5,6,7-tetrahydro-4H-indol-4-one CC=1NC=2CCCC(C2C1)=O